FC1=C(C(=CC=C1C)[N+](=O)[O-])N(S(=O)(=O)C)C N-(2-Fluoro-3-methyl-6-nitrophenyl)-N-methylmethanesulfonamide